FC1=C(C=CC(=C1)OC1=NC=NC2=CC(=C(C=C12)OC)O)NC(=O)NC=1C=NN(C1)C(C)C 1-(2-fluoro-4-((7-hydroxy-6-methoxyquinazolin-4-yl)oxy)phenyl)-3-(1-isopropyl-1H-pyrazol-4-yl)urea